C1(=CC=CC=C1)C#CC1=NNC2=CC=C(C=C12)C(=O)N1CCCC1 (3-(phenylethynyl)-1H-indazol-5-yl)(pyrrolidin-1-yl)methanone